C(C)OC1=CC=C(C=C1)C=1C(=NNN1)C1NC2=C(C=CC=C2C(N1)=O)CC 2-[5-(4-Ethoxyphenyl)-2H-1,2,3-triazol-4-yl]-8-ethyl-2,3-dihydro-1H-quinazolin-4-one